BrC=1C=CC=C2C(=CN(C12)C\C=C\[C@H]1NCCC[C@@H]1O)C(=O)O 7-bromo-1-((E)-3-((2R,3S)-3-hydroxypiperidin-2-yl)allyl)-1H-indole-3-carboxylic acid